N-cyclopropyl-3-methoxy-5-((2'-methyl-[3,4'-bipyridin]-2-yl)oxy)benzamide C1(CC1)NC(C1=CC(=CC(=C1)OC1=NC=CC=C1C1=CC(=NC=C1)C)OC)=O